6-(1-acetyl-4-piperidinyl)-4-[[(1R)-1-[3-[(4-cyclopropylmorpholin-2-yl)-difluoro-methyl]-2-fluoro-phenyl]ethyl]amino]-8-methyl-pyrido[2,3-d]pyrimidin-7-one C(C)(=O)N1CCC(CC1)C1=CC2=C(N=CN=C2N[C@H](C)C2=C(C(=CC=C2)C(F)(F)C2CN(CCO2)C2CC2)F)N(C1=O)C